tert-butyl (S,E)-2-(2-(N-(tert-butoxycarbonyl)sulfamoyl)vinyl)pyrrolidine-1-carboxylate C(C)(C)(C)OC(=O)NS(=O)(=O)/C=C/[C@H]1N(CCC1)C(=O)OC(C)(C)C